C([C@@H]1[C@H]([C@@H]([C@H]([C@@H](O1)O)O)O[C@H]2[C@@H]([C@H]([C@@H]([C@H](O2)CO)O)O[C@H]3[C@@H]([C@H]([C@@H]([C@H](O3)CO)O)O[C@H]4[C@@H]([C@H]([C@@H]([C@H](O4)CO)O)O[C@H]5[C@@H]([C@H]([C@@H]([C@H](O5)CO)O)O[C@H]6[C@@H]([C@H]([C@@H]([C@H](O6)CO)O)O[C@H]7[C@@H]([C@H]([C@@H]([C@H](O7)CO)O)O[C@H]8[C@@H]([C@H]([C@@H]([C@H](O8)CO)O)O[C@H]9[C@@H]([C@H]([C@@H]([C@H](O9)CO)O)O[C@H]1[C@@H]([C@H]([C@@H]([C@H](O1)CO)O)O[C@H]1[C@@H]([C@H]([C@@H]([C@H](O1)CO)O)O[C@H]1[C@@H]([C@H]([C@@H]([C@H](O1)CO)O)O)O)O)O)O)O)O)O)O)O)O)O)O)O The molecule is a (1->3)-beta-D-glucan consisting of 12 glucosyl residues linked in a linear sequence. It is an oligosaccharide and a (1->3)-beta-D-glucan.